6-(4-Chloro-3-isobutoxyphenyl)-N-[(2-oxo-1H-pyridin-3-yl)sulfonyl]-2-(2,4,6-trimethylphenoxy)pyridin-3-carboxamid ClC1=C(C=C(C=C1)C1=CC=C(C(=N1)OC1=C(C=C(C=C1C)C)C)C(=O)NS(=O)(=O)C=1C(NC=CC1)=O)OCC(C)C